CCC(C)[C@@H](C(=O)N[C@@H](CC1=CN=CN1)C(=O)N[C@@H](CC2=CN=CN2)C(=O)O)NC(=O)CNC(=O)[C@H](CC3=CNC4=CC=CC=C43)N The molecule is a pentapeptide comprising L-tryptophan, glycine, L-isoleucine, and two L-histidine residues coupled in sequence by peptide linkages. It has a role as an epitope.